COC=1C=C(CN2C(=NC=3C2=NC=C(C3)C3=CC=CC=C3)N)C=CC1OCC=1C=NC(=CC1)OC 3-(3-methoxy-4-((6-methoxypyridin-3-yl)methoxy)benzyl)-6-phenyl-3H-imidazo[4,5-b]pyridin-2-amine